5-[2-isopropyl-6-[4-[(5-piperazin-1-yl-2-pyridinyl)methyl]piperazin-1-yl]-3-pyridinyl]-1,3-dimethyl-pyridin-2-one C(C)(C)C1=NC(=CC=C1C=1C=C(C(N(C1)C)=O)C)N1CCN(CC1)CC1=NC=C(C=C1)N1CCNCC1